O1COCC2=C1C=CC=C2C2CC(=CC1=NC3=CC=CC=C3C=C21)C2=CC(=C(C(=C2)OC)OC)OC (benzo[d][1,3]dioxin-5-yl)-3-(3,4,5-trimethoxyphenyl)-2H-acridin